(5S,6R)-5-Hydroxy-6-((R)-5H-imidazo[5,1-a]isoindol-5-yl)-5,6,7,8-tetrahydronaphthalen-2-carbonitril O[C@@H]1C=2C=CC(=CC2CC[C@@H]1[C@H]1N2C(C3=CC=CC=C13)=CN=C2)C#N